1-(2-(5-(p-tolyl)-1H-imidazol-2-yl)piperidin-1-yl)propan-1-one C1(=CC=C(C=C1)C1=CN=C(N1)C1N(CCCC1)C(CC)=O)C